7-bromo-8-fluoro-2-phenylquinolin-4(1H)-one BrC1=CC=C2C(C=C(NC2=C1F)C1=CC=CC=C1)=O